3-(5-{[(5-chlorothiophen-2-yl)methyl]amino}-1-(3-hydroxy-2,2-dimethylpropanoyl)-1H-pyrazol-3-yl)-3-methylpiperidin-2-one ClC1=CC=C(S1)CNC1=CC(=NN1C(C(CO)(C)C)=O)C1(C(NCCC1)=O)C